C(C)(C)(C)OC(N(CC=1C=CC=2N(C1)C=C(N2)CN2C(C1=CN=CC(=C1C=C2)N2CCCCC2)=O)CC2CCC2)=O.C(#N)C=2CC=1C=CC=C3C=CC=C(C2C#N)C13 2,3-dicyanophenalene tert-butyl-N-(cyclobutylmethyl)-N-[[2-[[1-oxo-5-(1-piperidyl)-2,7-naphthyridin-2-yl]methyl]imidazo[1,2-a]pyridin-6-yl]methyl]carbamate